C(#N)C=1C(=NN2C1N=CC=C2C(=O)O)COC 3-cyano-2-(methoxymethyl)pyrazolo[1,5-a]pyrimidine-7-carboxylic acid